(2S,4R)-N-((R)-1-(4-carbamimidoylthiophen-2-yl)ethyl)-1-((dibenzo[b,d]furan-3-carbonyl)glycyl)-4-fluoro-4-(fluoromethyl)pyrrolidine-2-carboxamide C(N)(=N)C=1C=C(SC1)[C@@H](C)NC(=O)[C@H]1N(C[C@](C1)(CF)F)C(CNC(=O)C=1C=CC2=C(OC3=C2C=CC=C3)C1)=O